N[C@@H]1CN(CC1)C=1C(N(C=C2C(=NN(C(C21)=O)C)N[C@H](C)C2=C(C(=CC=C2)C(F)(F)F)C)C2CC2)=O 8-((S)-3-aminopyrrolidin-1-yl)-6-cyclopropyl-2-methyl-4-(((R)-1-(2-methyl-3-(trifluoromethyl)phenyl)ethyl)amino)-2,6-dihydropyrido[3,4-d]pyridazine-1,7-dione